CC=1C=C2C=NN(C2=CC1NS(=O)(=O)C1=C(C=CC=C1)[N+](=O)[O-])C=1C=NN(C1)C N-[5-methyl-1-(1-methylpyrazol-4-yl)indazol-6-yl]-2-nitrobenzenesulfonamide